OC=1C(=C(C=NC1C)COC1=C(OP(=O)=N[C@H](C(=O)OC(C)C)C)C=CC=C1)CO (S)-Isopropyl 2-((S)-((5-hydroxy-4-(hydroxymethyl)-6-methylpyridin-3-yl)methoxy)(phenoxy)phosphorylamino)propanoate